Methyl 3-chloro-6-(7-fluoro-1H-indol-6-yl)picolinate ClC=1C(=NC(=CC1)C1=CC=C2C=CNC2=C1F)C(=O)OC